NC=1C=C2CCC(C2=C(C1)N)(C)C 5,7-diamino-1,1-dimethylindan